FC1=C(C(=CC(=C1)C=1SC(=CC1)CO)F)N1CCCCC1 1-[2,6-Difluoro-4-(5-hydroxymethyl-thiophen-2-yl)-phenyl]-piperidin